NC1=NC2=CC=C(C=C2C=C1Cl)C(=O)N([C@H](C)C1=NC=CC=C1F)CC1=NC=C(C=C1)C#N 2-amino-3-chloro-N-((5-cyano-2-pyridinyl)methyl)-N-((1R)-1-(3-fluoro-2-pyridinyl)ethyl)-6-quinolinecarboxamide